cis-tert-Butyl N-[1-[(6S)-6-[3-amino-6-methylthieno[2,3-b]pyridine-2-amido]-5,6,7,8-tetrahydroquinolin-2-yl]-4-(fluoromethyl)pyrrolidin-3-yl]carbamate NC1=C(SC2=NC(=CC=C21)C)C(=O)N[C@@H]2CC=1C=CC(=NC1CC2)N2C[C@H]([C@H](C2)CF)NC(OC(C)(C)C)=O